trifluoroacetic acid benzyl ester C(C1=CC=CC=C1)OC(C(F)(F)F)=O